2-[(3s)-1-tert-butoxycarbonylpyrrolidin-3-yl]oxy-6-chloro-nicotinic acid C(C)(C)(C)OC(=O)N1C[C@H](CC1)OC1=C(C(=O)O)C=CC(=N1)Cl